6-benzyl-1,3-bis(4-fluorophenyl)-8-methyl-2,4,7-trioxo-1,2,3,4,7,8-hexahydropyrido[2,3-d]pyrimidine-5-yl p-toluenesulfonate CC1=CC=C(C=C1)S(=O)(=O)OC1=C(C(N(C=2N(C(N(C(C21)=O)C2=CC=C(C=C2)F)=O)C2=CC=C(C=C2)F)C)=O)CC2=CC=CC=C2